diaminouracil bisulfite S(O)(O)=O.NC1=C(C(NC(N1)=O)=O)N